1-(trans-4-((4-(4-chloro-1H-pyrazol-3-yl)-5-(trifluoromethyl)pyrimidin-2-yl)amino)cyclohexyl)-1-(5-(1,5-dimethyl-1H-pyrazol-4-yl)pyrazin-2-yl)-3-(2,2,2-trifluoroethyl)urea ClC=1C(=NNC1)C1=NC(=NC=C1C(F)(F)F)N[C@@H]1CC[C@H](CC1)N(C(=O)NCC(F)(F)F)C1=NC=C(N=C1)C=1C=NN(C1C)C